N-[(2R)-1-{3-[(8-carboxy-2-hydroxy-3,4-dihydro-2H-1,2-benzoxaborinine-7-yl)oxy]azetidin-1-yl}-1-oxopropan-2-yl]-D-α-asparagine C(=O)(O)C1=C(C=CC=2CCB(OC21)O)OC2CN(C2)C([C@@H](C)N[C@H](CC(=O)O)C(N)=O)=O